C(C1=CC=CC=C1)OC=1C=C2CCC=C(C2=CC1)C=1C=CC(=NC1)N1CCC(CC1)C(OC)OC 5-(6-(benzyloxy)-3,4-dihydronaphthalen-1-yl)-2-(4-(dimethoxymethyl)piperidin-1-yl)pyridine